CC1=CC(=CC=2N(C(=NC21)CCC)CC2=CC=C(C=C2)C=2C(=CC=CC2)C(=O)O)C2=NC1=C(N2C)C=CC=C1 4'-[4-methyl-6-(1-methyl-1H-benzoimidazol-2-yl)-2-propyl-1H-benzoimidazol-1-ylmethyl]Biphenyl-2-carboxylic acid